2-bromo-7-(4-(2-hexyldecyl)thiophen-2-yl)benzo[2,1-b:3,4-b']dithiophene-4,5-dione BrC1=CC2=C(S1)C=1SC(=CC1C(C2=O)=O)C=2SC=C(C2)CC(CCCCCCCC)CCCCCC